(1r,2s)-2-(3-amino-1-tert-butoxycarbonyl-indazol-6-yl)-5'-methoxy-2'-oxo-spiro[cyclopropane-1,3'-indoline]-1'-carboxylic acid tert-butyl ester C(C)(C)(C)OC(=O)N1C([C@@]2(C3=CC(=CC=C13)OC)[C@@H](C2)C2=CC=C1C(=NN(C1=C2)C(=O)OC(C)(C)C)N)=O